3-(5-(difluoromethyl)-1,3,4-thiadiazol-2-yl)-8-(4-hydroxy-4-(methoxymethyl)piperidin-1-yl)-N-(1-methylcyclopropyl)imidazo[1,5-a]pyridine-6-sulfonamide FC(C1=NN=C(S1)C1=NC=C2N1C=C(C=C2N2CCC(CC2)(COC)O)S(=O)(=O)NC2(CC2)C)F